(1-Methyl-1H-tetrazol-5-yl)(phenyl)methanone CN1N=NN=C1C(=O)C1=CC=CC=C1